methyl 1-(2-(2-hydroxyethoxy)ethyl)-1H-1,2,4-triazole-3-carboxylate OCCOCCN1N=C(N=C1)C(=O)OC